4-fluoro-2-(hydroxymethyl)-2-({2-methyl-5-[(pyridin-2-yl)methoxy]-2H-indazol-3-yl}formamido)butanamide FCCC(C(=O)N)(NC(=O)C=1N(N=C2C=CC(=CC12)OCC1=NC=CC=C1)C)CO